Potassium L-Glutamate N[C@@H](CCC(=O)[O-])C(=O)[O-].[K+].[K+]